ClC1=CC(=C(C=C1Cl)C(NC(C)=O)C1=CC=CC=C1)O N-[(4,5-dichloro-2-hydroxyphenyl)(phenyl)methyl]acetamide